C1(OCCC2=CC=CC=C12)O isochromanol